C(\C=C\C)(=O)N1C[C@@](CC1)(C1=C(C(=CC=C1F)Cl)Cl)NC1=CC(=C2C3(C(N(C2=C1)C)=O)CC3)F (R,E)-6'-((1-(But-2-enoyl)-3-(2,3-dichloro-6-fluorophenyl)pyrrolidin-3-yl)amino)-4'-fluoro-1'-methylspiro[cyclopropane-1,3'-indolin]-2'-one